[Si](C)(C)(C(C)(C)C)OC[C@@]1([C@H](C[C@@H](O1)N1C(NC(C(=C1)C)=O)=O)F)C 1-((2R,4S,5R)-5-(((tert-butyldimethylsilyl)oxy)methyl)-4-fluoro-5-methyltetrahydrofuran-2-yl)-5-methylpyrimidine-2,4(1H,3H)-dione